BrC=1C(=NC(=C(C1)C1=CC=C(C=C1)N1CCN(CC1)C)F)N 3-bromo-6-fluoro-5-(4-(4-methylpiperazin-1-yl)phenyl)pyridin-2-amine